1-(3-cyclopropyl-1-methyl-1H-pyrazol-5-yl)-3-(6-(4-isopropyl-4H-1,2,4-triazol-3-yl)pyridin-2-yl)urea C1(CC1)C1=NN(C(=C1)NC(=O)NC1=NC(=CC=C1)C1=NN=CN1C(C)C)C